N1(N=CN=C1)C[C@@]1(C[C@@H](CO1)COC=1C=C(C=C(C1)N1CCN(CC1)C1=CC=C(C(=O)NC2=CC=C(C=C2)OC(F)(F)F)C=C1)C)C1=C(C=C(C=C1)F)F 4-(4-(5-(((3R,5R)-5-((1H-1,2,4-triazol-1-yl)methyl)-5-(2,4-difluorophenyl)tetrahydrofuran-3-yl)methoxy)-3-methylphenyl)piperazin-1-yl)-N-(4-(trifluoromethoxy)phenyl)benzamide